O=C1C2(CN3C1=NN=C3)CCN(CC2)C(=O)OC(C)(C)C tert-butyl 7'-oxo-5'H,7'H-spiro[piperidine-4,6'-pyrrolo[2,1-c][1,2,4]triazole]-1-carboxylate